2-Amino-7-fluoro-4-(5-fluoro-3-(3-((S)-3-fluoropyrrolidin-1-yl)azetidin-1-yl)-7,9-dihydrofuro[3,4-f]quinazolin-6-yl)thieno[3,2-c]pyridine-3-carbonitrile NC1=C(C=2C(=NC=C(C2S1)F)C=1C2=C(C=3C=NC(=NC3C1F)N1CC(C1)N1C[C@H](CC1)F)COC2)C#N